cyclopropyl (S)-2-amino-3-(6-(1-methyl-2,4-dioxo-1,4-dihydropyrido[3,4-d]pyrimidin-3(2H)-yl)pyridin-3-yl)propanoate N[C@H](C(=O)OC1CC1)CC=1C=NC(=CC1)N1C(N(C2=C(C1=O)C=CN=C2)C)=O